4-(1-((1-ethyl-1H-pyrazol-5-yl)sulfonyl)-1-fluoro-ethyl)-N-(pyridazin-4-yl)piperidine-1-carboxamide C(C)N1N=CC=C1S(=O)(=O)C(C)(F)C1CCN(CC1)C(=O)NC1=CN=NC=C1